OCC1(CCC1)C#N 1-(hydroxymethyl)cyclobutane-1-carbonitrile